FC1(CC=2C=CC(=CC12)C(N[S@@](=O)C(C)(C)C)C1=CC=C(C=C1)OC(F)(F)F)F (S)-N-((8,8-difluorobicyclo[4.2.0]octa-1(6),2,4-trien-3-yl)(4-(trifluoromethoxy)phenyl)methyl)-2-methylpropane-2-sulfinamide